3-Ethyl-cyclopropanecarboxylate C(C)C1CC1C(=O)[O-]